N5-[2-(3-azabicyclo[3.1.0]hexan-3-yl)-3-chloro-phenyl]-N2,N2-dimethyl-thiophene-2,5-disulfonamide C12CN(CC2C1)C1=C(C=CC=C1Cl)NS(=O)(=O)C1=CC=C(S1)S(=O)(=O)N(C)C